C(C1=CC=CC=C1)S(=O)(=O)OC1=C(C=CC=C1)NC(=O)NC1=CC=C(C=C1)OS(=O)(=O)CCCC N-[2-(benzylsulfonyloxy)phenyl]-N'-[4-(butanesulfonyloxy)phenyl]urea